C(C)OC1=NC=C(C=N1)NC=1C=C(C=CC1[C@H](C(F)(F)F)OC)[C@H](CC(=O)O)CC (S)-3-(3-((2-ethoxypyrimidin-5-yl)amino)-4-((R)-2,2,2-trifluoro-1-methoxyethyl)phenyl)pentanoic acid